ClCC(=C)CCl 3-chloro-2-(chloromethyl)prop-1-ene